methyl 4-(hydrazinyl (imino)methyl)benzoate N(N)C(C1=CC=C(C(=O)OC)C=C1)=N